2-fluoro-4-methyl-1,3,2-dioxaphospholane FP1OCC(O1)C